(methyl-d3)ethan-1,1,2,2-d4-1-amine C([2H])([2H])([2H])C(C(N)([2H])[2H])([2H])[2H]